NCC1=CC(=C(C(=C1)C)NC(=O)C1=CC2=C(OCCC3=C2SC=C3)C=C1C=1C(=NC(=CC1)C(NCCCC)=O)C(=O)O)C 3-(9-((4-(aminomethyl)-2,6-dimethylphenyl)carbamoyl)-4,5-dihydrobenzo[b]thieno[2,3-d]oxepin-8-yl)-6-(butylcarbamoyl)picolinic acid